4-(2-Oxo-1,4-dihydro-2H-quinazolin-3-yl)-piperidine-1-carboxylic acid O=C1NC2=CC=CC=C2CN1C1CCN(CC1)C(=O)O